5-[4-(Difluoromethoxy)benzenesulfonyl]-N-[(3-fluorophenyl)methyl]-1H,2H,3H,4H,5H,6H-pyrrolo[3,4-c]pyrrole-2-carboxamide FC(OC1=CC=C(C=C1)S(=O)(=O)N1CC2=C(C1)CN(C2)C(=O)NCC2=CC(=CC=C2)F)F